OS(=O)(=O)C(F)(F)F.C(CCC)S(=O)(=O)O 1-butylsulfonic acid triflate